FC1=CC2=C(C(=NO2)C2CCN(CC2)C(=O)C2=NN(C(C3=CC=CC=C23)=O)C)C=C1 [4-(6-fluoro-1,2-benzisoxazol-3-yl)-1-piperidinyl]carbonyl-2-methyl-1(2H)-phthalazinone